tert-butyl 5-{[(4-methoxyphenyl) methyl]amino}-1,3-thiazole-4-carboxylate COC1=CC=C(C=C1)CNC1=C(N=CS1)C(=O)OC(C)(C)C